2'-chloro-5'-methoxy-N-[5-(5-methoxy-1,3-oxazole-2-carbonyl)-4H,5H,6H-pyrrolo[3,4-d][1,3]thiazol-2-yl]-6-methyl-[4,4'-bipyridine]-3-carboxamide ClC1=NC=C(C(=C1)C1=C(C=NC(=C1)C)C(=O)NC=1SC2=C(N1)CN(C2)C(=O)C=2OC(=CN2)OC)OC